ClC1=CC=C(C=C1)S(=O)(=O)[C@@H]1[C@@](CN(C1)S(=O)(=O)C1=C(C=C(C#N)C=C1)OC)(CO)O 4-(((3r,4s)-4-((4-chlorophenyl)sulfonyl)-3-hydroxy-3-(hydroxymethyl)pyrrolidin-1-yl)sulfonyl)-3-methoxybenzonitrile